C1(=CCCC1)CP(O)(=O)CC[C@H]1OC([C@H]([C@H]([C@@H]1O)O)O)OC1=CC=C(C=C1)OC cyclopenten-1-ylmethyl-[2-[(2R,3S,4S,5S)-3,4,5-trihydroxy-6-(4-methoxyphenoxy)tetrahydropyran-2-yl]ethyl]phosphinic acid